3-bromophenyl-N-phenyl-N-(4-(9-phenyl-9H-pyrido[2,3-b]indol-6-yl)cyclohexa-2,4-dien-1-yl)aniline BrC=1C=C(C=CC1)C1=C(N(C2C=CC(=CC2)C=2C=C3C4=C(N(C3=CC2)C2=CC=CC=C2)N=CC=C4)C4=CC=CC=C4)C=CC=C1